8'-hydroxy-1,4,5-trimethylspiro[indoline-2,3'-(3H)-naphtho(2,1-b)-1,4-oxazine] OC=1C=C2C=CC=3OC4(C=NC3C2=CC1)N(C1=CC=C(C(=C1C4)C)C)C